[Zn].[Ga].[Bi].[Sn] tin-bismuth-gallium-zinc